imidazo[4,5-b]pyridin-5-amine N1=CN=C2NC(=CC=C21)N